ClC=1C(N(N=CC1CO)CC1=NC(=NO1)C[C@H](O)C=1SC=C(C1)Cl)=O (S)-4-chloro-2-((3-(2-(4-chlorothiophen-2-yl)-2-hydroxyethyl)-1,2,4-oxadiazol-5-yl)methyl)-5-(hydroxymethyl)pyridazin-3(2H)-one